COC1=CC(=CC2=C1OCO2)C2CC2 1-(7-methoxybenzo[d][1,3]dioxol-5-yl)cyclopropane